ClC1=NC2=CC(=CC=C2C=C1)CN(C(CCC1=CC=NC=C1)=O)C=1C(=NN(C1)C)C(=O)O {N-[(2-chloroquinolin-7-yl)methyl]-3-(pyridin-4-yl)propanamido}-1-methyl-1H-pyrazole-3-carboxylic acid